FC(C(=C)C1=CC=C(C=C1)OC)F 1-(3,3-difluoroprop-1-en-2-yl)-4-methoxybenzene